CCCCCCCCCCCCCCCCC/C=C/C(=O)O The molecule is an icosenoic acid in which the double bond is at the 2-3 position and has E configuration. It is an icosenoic acid and an alpha,beta-unsaturated monocarboxylic acid.